3-[tert-butyl(dimethyl)silyl]oxy-2-(4-chloro-2-methylsulfanyl-pyrimidin-5-yl)-2-methyl-propan-1-ol [Si](C)(C)(C(C)(C)C)OCC(CO)(C)C=1C(=NC(=NC1)SC)Cl